5,7-dihydrodi-benzoxepine C1=CC=CC2=C1C1=C(CCO2)C=CC=C1